5-chloro-N-[(1S)-3-(methylamino)-1-[[(3S,5R)-5-methyl-2-oxo-pyrrolidin-3-yl]methyl]-2,3-dioxo-propyl]-2-[[1-(trifluoromethyl)cyclopropanecarbonyl]amino]benzamide ClC=1C=CC(=C(C(=O)N[C@H](C(C(=O)NC)=O)C[C@H]2C(N[C@@H](C2)C)=O)C1)NC(=O)C1(CC1)C(F)(F)F